C(#N)C[C@H]1CN(CCN1)C1=NC(=NC2=C(C(=CC=C12)C=1C=CC=C2C=CC=C(C12)C#N)F)OC[C@H]1N(CCC1)C 8-(4-((S)-3-(Cyanomethyl)piperazin-1-yl)-8-fluoro-2-(((S)-1-methylpyrrolidin-2-yl)methoxy)quinazolin-7-yl)-1-naphthonitrile